N=1N(N=C2C1C=CC=C2)C=2C=C(C=C(C2O)C(C)(C)C)CCC(=O)O 3-[3-(2H-benzotriazole-2-yl)-4-hydroxy-5-tertiary butyl-phenyl]-propionic acid